CC(C)CC(CC(CCCC)=O)=O 2,9-dimethylnonane-4,6-dione